(E)-3-(3-(3,5-bis-(trifluoromethyl)-phenyl)-1H-1,2,4-triazol-1-yl)-2-(2-fluoropyrimidin-5-yl)acrylamide FC(C=1C=C(C=C(C1)C(F)(F)F)C1=NN(C=N1)/C=C(/C(=O)N)\C=1C=NC(=NC1)F)(F)F